C(C)(C)(C)OC(=O)N1[C@@H](C[C@@H](CC1)C(C)O)C1=CC=CC=C1 |r| rac-(2s,4r)-4-(1-hydroxyethyl)-2-phenyl-piperidine-1-carboxylic acid tert-butyl ester